gallium oleate (gallate) C(C1=CC(O)=C(O)C(O)=C1)(=O)[O-].C(CCCCCCC\C=C/CCCCCCCC)(=O)[O-].[Ga+2]